(Z)-N-benzyl-1,1-difluoro-propan-2-imine C(C1=CC=CC=C1)\N=C(/C(F)F)\C